1,3,5-tribenzylhexahydro-1,3,5-triazine C(C1=CC=CC=C1)N1CN(CN(C1)CC1=CC=CC=C1)CC1=CC=CC=C1